(S)-3-(2-chlorophenyl)-1-(4-fluorophenyl)-N-((S)-3-methyl-1,1-dioxidotetrahydrothiophen-3-yl)-4,5,6,7-tetrahydro-1H-indazole-6-carboxamide ClC1=C(C=CC=C1)C1=NN(C=2C[C@H](CCC12)C(=O)N[C@@]1(CS(CC1)(=O)=O)C)C1=CC=C(C=C1)F